N-(1,4-dimethylpentyl)-N-phenyl-p-phenylenediamine CC(CCC(C)C)N(C1=CC=C(C=C1)N)C1=CC=CC=C1